phosphorous acid tris(trimethylsilyl) ester C[Si](C)(C)OP(O[Si](C)(C)C)O[Si](C)(C)C